ClCCC[C@@H](B1OC(C(O1)(C)C)(C)C)N[S@](=O)C(C)(C)C (R)-N-((R)-4-chloro-1-(4,4,5,5-tetramethyl-1,3,2-dioxaborolan-2-yl)butyl)-2-methylpropane-2-sulfinamide